[Si](C)(C)(C(C)(C)C)OCCOC1=C(C=O)C=CC(=C1)B1OC(C(O1)(C)C)(C)C 2-(2-((tert-butyldimethylsilyl)oxy)ethoxy)-4-(4,4,5,5-tetramethyl-1,3,2-dioxaborolan-2-yl)benzaldehyde